8-(2-((tert-butyldimethylsilyl)oxy)ethoxy)-2-(2-cyclopropyl-4-methoxyphenyl)-3-(oxazol-5-ylmethyl)benzo[4,5]thieno[2,3-d]pyrimidin-4(3H)-one [Si](C)(C)(C(C)(C)C)OCCOC1=CC=CC2=C1SC=1N=C(N(C(C12)=O)CC1=CN=CO1)C1=C(C=C(C=C1)OC)C1CC1